[C@@H]12N(C[C@@H](NC1)C2)C=2C=C(C=CC2)C2=CC=C1CC[C@H](C1=C2)[C@@H](C(=O)NC2=CC=C(C=C2)C=2C(=NNC2C)C)NC(=O)C2(CC2)F N-[(1S)-1-[(1R)-6-[3-[(1S,4S)-2,5-diazabicyclo[2.2.1]heptan-2-yl]phenyl]indan-1-yl]-2-[4-(3,5-dimethyl-1H-pyrazol-4-yl)anilino]-2-oxo-ethyl]-1-fluoro-cyclopropanecarboxamide